methyl 2-piperazin-1-ylacetate N1(CCNCC1)CC(=O)OC